COC1CCC(CC1)N1CC(NCC1)=O 4-(4-methoxycyclohexyl)piperazin-2-one